4-(4-(oxetan-3-yl)piperazine-1-carbonyl)quinoline-2-carbaldehyde O1CC(C1)N1CCN(CC1)C(=O)C1=CC(=NC2=CC=CC=C12)C=O